benzotriazole-1-oxybis(dimethylamino)phosphorus hexafluorophosphate F[P-](F)(F)(F)(F)F.N1(N=NC2=C1C=CC=C2)O[P+](N(C)C)N(C)C